tert-butyl 3-(6-chloro-4-((4-chloro-2-(methoxycarbonyl)phenyl)amino)quinolin-3-yl)pyrrolidine-1-carboxylate ClC=1C=C2C(=C(C=NC2=CC1)C1CN(CC1)C(=O)OC(C)(C)C)NC1=C(C=C(C=C1)Cl)C(=O)OC